cesium ammonium copper [Cu+2].[NH4+].[Cs+]